tert-Butyl (R)-(4-amino-5-fluoro-2-methoxybenzyl)(2-((tert-butyldimethylsilyl)oxy)-2-(8-hydroxy-2-oxo-1,2-dihydroquinolin-5-yl)ethyl)carbamate NC1=CC(=C(CN(C(OC(C)(C)C)=O)C[C@@H](C2=C3C=CC(NC3=C(C=C2)O)=O)O[Si](C)(C)C(C)(C)C)C=C1F)OC